3-aminomaleonitrile N/C(=C/C#N)/C#N